tert-Butyl 4-bromo-3-formylbenzoate BrC1=C(C=C(C(=O)OC(C)(C)C)C=C1)C=O